C1(=CC=CC=C1)OC(C1=CC(=C(C(=C1)C(C)(C)C)O)C(C)(C)C)=O.C1(CC1)[C@@H](\C=C\S(=O)(=O)C)NC(=O)C=1C(=NC(=NC1)N(CC(F)(F)F)C)OC1=CC=CC=C1 (S,E)-N-(1-cyclopropyl-3-(methylsulfonyl)allyl)-2-(methyl-(2,2,2-trifluoroethyl)amino)-4-phenoxypyrimidine-5-carboxamide phenyl-3,5-bis(1,1-dimethylethyl)-4-hydroxybenzoate